C(C1=CC=CC=C1)OCC(COCCCCCCCC(=O)OC(CCCCCCCC)CCCCCCCC)OCCCCCCCC(=O)OC(CCCCCCCC)CCCCCCCC 1-octylnonyl 8-[3-benzyloxy-2-[8-(1-octylnonoxy)-8-oxooctoxy]propoxy]octanoate